ClC=1C=C2C(=C(N(C2=CC1)CC1CCOCC1)C=O)C(=O)N1CCC(CC1)(C(=O)OC)C1=CC=C(C=C1)F methyl 1-(5-chloro-2-formyl-1-((tetrahydro-2H-pyran-4-yl)methyl)-1H-indole-3-carbonyl)-4-(4-fluorophenyl)piperidine-4-carboxylate